methylene-methylthioninium C=CC=1[SH+]C=CC=CC=CC1